BrC1=CC(=NC(=C1)C1=NC=CC=C1)C1=NC=CC=C1 4'-bromo-2,2':6',2''-terpyridine